(3R,4R)-3-((tert-butoxycarbonyl)amino)-4-hydroxycyclopentane-1-carboxylic acid C(C)(C)(C)OC(=O)N[C@@H]1CC(C[C@H]1O)C(=O)O